OC=1C(C2=CC=CC=C2C(C1CCCO)=O)=O 2-hydroxy-3-(3-hydroxypropyl)naphthalene-1,4-dione